NC1=C(SC2=NC(=CC=C21)Cl)C(=O)OC methyl 3-amino-6-chlorothieno[2,3-b]pyridine-2-carboxylate